4-(2,6-difluorobenzyl)-2-(4-(pyridin-4-yloxy)phenyl)-2,4-dihydro-3H-1,2,4-triazol-3-one FC1=C(CN2C(N(N=C2)C2=CC=C(C=C2)OC2=CC=NC=C2)=O)C(=CC=C1)F